C1(CC1)C1=NNC=C1N1C=CC=2C1=NC=CC2 1-(3-cyclopropyl-1H-pyrazol-4-yl)-1H-pyrrolo[2,3-b]pyridine